4-isopropyl-3,4-dihydroisoquinolin-1(2H)-one C(C)(C)C1CNC(C2=CC=CC=C12)=O